1-(8Z,11Z,14Z-eicosatrienoyl)-2-(9Z-hexadecenoyl)-glycero-3-phosphoserine CCCCCC/C=C\CCCCCCCC(=O)O[C@H](COC(=O)CCCCCC/C=C\C/C=C\C/C=C\CCCCC)COP(=O)(O)OC[C@@H](C(=O)O)N